P(=O)(O)(O)O.FC=1C=C(C=CC1C=1C=NC(=CC1)C=1N=NN(N1)C=C)N1C(O[C@H](C1)C(C(F)(F)F)O)=O (R)-3-(3-fluoro-4-(6-(2-vinyl-2H-tetrazol-5-yl)pyridin-3-yl)phenyl)-5-(1-hydroxy-2,2,2-trifluoroethyl)oxazolidin-2-one phosphate